p-hydroxy-N-methyl-L-phenylalanine OC1=CC=C(C[C@H](NC)C(=O)O)C=C1